FC1=CC=C(C=C1)C=1C=C2C(=NC=NC2=C(C1)OC1CCC(CC1)NC(C)=O)N[C@@H](C)C=1C=NC(=NC1)C(F)(F)F N-((1S,4s)-4-((6-(4-fluorophenyl)-4-(((R)-1-(2-(trifluoromethyl)pyrimidin-5-yl)ethyl)amino)quinazolin-8-yl)oxy)cyclohexyl)acetamide